O=C1N(C(C=C1)=O)CC(=O)N[C@@H](C(C)C)C(=O)N[C@@H](C)C(=O)NCCCN(C(CO)=O)[C@H](C(C)(C)C)C=1N(C=C(C1)C1=C(C=CC(=C1)F)F)CC1=CC=CC=C1 N-[(2,5-Dioxo-2,5-dihydro-1H-pyrrol-1-yl)acetyl]-L-valyl-N-{3-[{(1R)-1-[1-benzyl-4-(2,5-difluorophenyl)-1H-pyrrol-2-yl]-2,2-dimethylpropyl}(glycoloyl)amino]propyl}-L-alaninamide